C(CCCCCCCCCCCCCCCCC)(=O)OCC(OC(CCCCCCCCCCCCCCCCC)=O)COP(=O)(O)OCC[N+](C)(C)C 1,2-di-stearoyl-glycero-3-phosphorylcholine